FC=1C=C2CCN(CC2=CC1)C1=CC(=C(C(=C1)C)NC(C)=O)C N-(4-(6-fluoro-3,4-dihydroisoquinolin-2(1H)-yl)-2,6-dimethylphenyl)acetamide